Ethyl 2-((4-(2-((4-chloro-2-fluorobenzyl) oxy) pyrimidin-4-yl) piperidin-1-yl) methyl)-1-((1-ethyl-1H-imidazol-5-yl) methyl)-1H-thieno[2,3-d]imidazole-5-carboxylate ClC1=CC(=C(COC2=NC=CC(=N2)C2CCN(CC2)CC=2N(C3=C(N2)SC(=C3)C(=O)OCC)CC3=CN=CN3CC)C=C1)F